3,4-Dichlorophenyl 3-deoxy-3-[4-(3,4,5-trifluorophenyl)-1H-1,2,3-triazol-1-yl]-α-D-galactopyranoside FC=1C=C(C=C(C1F)F)C=1N=NN(C1)[C@@H]1[C@H]([C@@H](OC2=CC(=C(C=C2)Cl)Cl)O[C@@H]([C@@H]1O)CO)O